5-amino-4-hydroxy-2-(2-fluorophenyl)-furan-3-one NC1=C(C(C(O1)C1=C(C=CC=C1)F)=O)O